tert-butyl 2-[(6-acetamidopyridin-3-yl) amino]-5H,6H,7H,8H-pyrido[3,4-d]pyrimidine-7-carboxylate C(C)(=O)NC1=CC=C(C=N1)NC=1N=CC2=C(N1)CN(CC2)C(=O)OC(C)(C)C